5-(2,4-difluorophenyl)isoxazol-3-yl-1-[4-(1-methyl-1,2,4-triazol-3-yl)-3,4-dihydro-1H-isoquinolin-2-yl]methanone FC1=C(C=CC(=C1)F)C1=CC(=NO1)C(=O)N1CC2=CC=CC=C2C(C1)C1=NN(C=N1)C